C(C)OC(=O)C=1C2=C(NN1)COC(C2)C2=C(C=C(C=C2)F)F 5-(2,4-difluorophenyl)-1,4,5,7-tetrahydropyrano[3,4-c]pyrazole-3-carboxylic acid ethyl ester